[2-[ethoxy (propylthio) phosphoryl] oxyphenyl] N-methylcarbamate CNC(OC1=C(C=CC=C1)OP(=O)(SCCC)OCC)=O